NC1=C(C=C(C=C1)Cl)CC(CC(=O)O)OC 4-(2-amino-5-chlorophenyl)-3-methoxybutanic acid